methyl (2S,4S,5R,6R)-6-((1R,2R)-3-amino-1,2-dihydroxypropyl)-4-hydroxy-5-(2-hydroxyacetamido)-2-(p-tolylthio)tetrahydro-2H-pyran-2-carboxylate NC[C@H]([C@@H](O)[C@H]1[C@@H]([C@H](C[C@@](O1)(C(=O)OC)SC1=CC=C(C=C1)C)O)NC(CO)=O)O